CC1=C(C(=C(C(=C1C(=O)O)C(=O)O)C(=O)O)C)C.C(#N)[C@H](C)NC(C1=CC=C(C=C1)C1=NC(=NC=C1C)NC=1C=NN(C1)C1CN(C1)C(=O)C1CC1)=O (S)-N-(1-cyanoethyl)-4-(2-((1-(1-(cyclopropanecarbonyl)azetidin-3-yl)-1H-pyrazol-4-yl)amino)-5-methylpyrimidin-4-yl)benzamide trimethyl-1,2,3-benzenetricarboxylate